5-bromo-6-fluoronaphtho[1,2-d][1,2,3]oxadiazole BrC1=CC2=C(N=NO2)C2=CC=CC(=C12)F